OCC=1C=CC=2N(N1)C=C(N2)C#N 6-(hydroxymethyl)imidazo[1,2-b]Pyridazine-2-carbonitrile